7-Chloro-1-(methylsulfanyl)-2,6-naphthyridine-3-carbonitrile ClC1=NC=C2C=C(N=C(C2=C1)SC)C#N